CC(C(=O)O)C1=CC2=C(SC3=C(C(C2)=O)C=CC=C3)C=C1 10,11-Dihydro-α-methyl-10-oxodibenzo[b,f]thiepin-2-acetic acid